(2r,3r,4r,5s)-6-(hexyl-(prop-2-yn-1-yl)amino)hexane-1,2,3,4,5-penta-ol C(CCCCC)N(C[C@@H]([C@H]([C@@H]([C@@H](CO)O)O)O)O)CC#C